dodecylimidazolium bis(trifluoromethylsulfonyl)imide [N-](S(=O)(=O)C(F)(F)F)S(=O)(=O)C(F)(F)F.C(CCCCCCCCCCC)C=1NC=C[NH+]1